acrylic acid Lauryl ester C(CCCCCCCCCCC)OC(C=C)=O